4-(3,3,3-trifluoroprop-1-ynyl)benzoic acid FC(C#CC1=CC=C(C(=O)O)C=C1)(F)F